C(C=C)(=O)OC1=C(C=CC=C1)OC(C=C)=O 3-phenylene diacrylate